ClC1=CC=C2C(=CC(=NC2=C1Cl)CCCO)C=1C=NNC1 3-(7,8-dichloro-4-(1H-pyrazol-4-yl)quinolin-2-yl)propan-1-ol